(2E)-1-[2-(4-chloro-2-fluorophenyl)-7-methyl-3-(pyridin-4-yl)-6,7-dihydropyrazolo[1,5-a]pyrazin-5(4H)-yl]-4-(dimethylamino)but-2-en-1-one ClC1=CC(=C(C=C1)C1=NN2C(CN(CC2C)C(\C=C\CN(C)C)=O)=C1C1=CC=NC=C1)F